5,5-dimethyl-6,7-dihydrobenzothiophen-4-one CC1(CCC2=C(C=CS2)C1=O)C